FC(COC1=NC=C(C=N1)C=1C=CC(N(N1)CC=1C=NC=C(C1)F)=O)F 6-(2-(2,2-difluoroethoxy)pyrimidin-5-yl)-2-((5-fluoropyridin-3-yl)methyl)pyridazin-3(2H)-one